[Si].[N] nitrogen silicon